acryloyloxycetyl phosphate P(=O)(OC(CCCCCCCCCCCCCCC)OC(C=C)=O)([O-])[O-]